ClC=1C=C(C=C(C1)Cl)C1=NC(=CC(=C1)CN1CCC(CC1)OCC(=O)O)OC=1C=NC(=NC1)N1CCN(CCC1)C 2-((1-((2-(3,5-dichloro-phenyl)-6-((2-(4-methyl-1,4-diazepan-1-yl)pyrimidin-5-yl)oxy)pyridin-4-yl)methyl)piperidin-4-yl)oxy)acetic acid